1-benzyl-5-[[tert-butyl(diphenyl)silyl]oxymethyl]piperidin-2-one C(C1=CC=CC=C1)N1C(CCC(C1)CO[Si](C1=CC=CC=C1)(C1=CC=CC=C1)C(C)(C)C)=O